3-(3-(4-chloro-3-cyclopropyl-1H-pyrrolo[2,3-b]pyridin-5-yl)phenyl)-2-oxo-1,3,7-triazaspiro[4.4]nonane-7-carboxylic acid tert-butyl ester C(C)(C)(C)OC(=O)N1CC2(CN(C(N2)=O)C2=CC(=CC=C2)C=2C(=C3C(=NC2)NC=C3C3CC3)Cl)CC1